dimethyl-cetyl bromide CC(CCCCCCCCCCCCCCC)(C)Br